[Si](C)(C)(C(C)(C)C)O[C@@H]1[C@@H](N(C(C1)=O)NC(C(=O)OCC)=N)C1=CC=CC=C1 ethyl cis-2-((3-((tert-butyldimethylsilyl)oxy)-5-oxo-2-phenylpyrrolidin-1-yl)amino)-2-iminoacetate